2-Ethyl-4-Methyl-Thiophene C(C)C=1SC=C(C1)C